[(3S)-1-methyl-5-oxo-pyrrolidin-3-yl]-4-[3-[2-(cyclopropoxy)-3-pyridyl]-6-methoxy-pyrazolo[1,5-a]pyrimidin-5-yl]piperazine-1-carboxylate CN1C[C@H](CC1=O)OC(=O)N1CCN(CC1)C1=NC=2N(C=C1OC)N=CC2C=2C(=NC=CC2)OC2CC2